FC(C1=CC=C(C=C1)NC1=C(C=CC=C1)C1=NN=C(O1)C1(CC1)O)(F)F 1-(5-(2-((4-(trifluoromethyl)phenyl)amino)phenyl)-1,3,4-oxadiazol-2-yl)cyclopropan-1-ol